FC(S(=O)(=O)OC1=CC(=C(C2=CC=CC=C12)C)OCOC)(F)F 3-(methoxymethoxy)-4-methylnaphthalen-1-yl trifluoromethanesulfonate